C(C1CO1)OC(CC[Si](OCCCC)(OCCCC)OCCCC)C γ-glycidoxybutyltributoxysilane